3,5-bis(2-hydroxyethoxy)benzoic acid OCCOC=1C=C(C(=O)O)C=C(C1)OCCO